NC=1SC2=C(C(NN=C2C2=CC=C(C=C2)Cl)=O)N1 2-amino-7-(4-chlorophenyl)-5H-thiazolo[4,5-d]pyridazin-4-one